CC1=CC=C(C=C1)S(=O)(=O)O.N1=CC=CC=C1 pyridine para-toluenesulfonate